C(C)OC(=O)C1=CN=C(NC1=O)C(F)(F)F.BrC=1C=C2C(=NN(C(C2=CC1)=O)CC(=O)NC1=NC=C(C=N1)F)C(CF)F 2-[6-bromo-4-(1,2-difluoroethyl)-1-oxophthalazin-2-yl]-N-(5-fluoropyrimidin-2-yl)acetamide ethyl-2-(trifluoromethyl)-1,6-dihydro-6-oxopyrimidine-5-carboxylate